((6-((1-acetyl-1H-indazol-4-yl)methyl)-4-methyl-5-oxo-5,6-dihydro-4H-thiazolo[5',4':4,5]pyrrolo[2,3-d]pyridazin-2-yl)(1-acetyl-1H-pyrazol-3-yl)methyl)acetamide C(C)(=O)N1N=CC2=C(C=CC=C12)CN1N=CC2=C(C1=O)N(C1=C2SC(=N1)C(C1=NN(C=C1)C(C)=O)CC(=O)N)C